F[C@H]1C[C@H](N(C1)C(CN1CCC(CC1)OC1=CC=NC2=CC=C(C=C12)C)=O)C#N (2S,4S)-4-fluoro-1-[2-[4-[(6-methyl-4-quinolinyl)oxy]-1-piperidinyl]acetyl]pyrrolidine-2-carbonitrile